C(C)(=O)OCCC(CC=CCCC)C 3-methylnon-5-en-1-yl acetate